oxazolyl-silane O1C(=NC=C1)[SiH3]